C(CCCCCCC)(=O)O.C(CCCCCCC\C=C/CCCCCCCC)(=O)O.OCC(O)CO.OCC(O)CO.OCC(O)CO triglycerol monooleate monocaprylate